5-((difluoromethyl)thio)-1-((2R,5R)-5-ethynyl-5-(hydroxymethyl)-2,5-dihydrofuran-2-yl)pyrimidine-2,4(1H,3H)-dione FC(SC=1C(NC(N(C1)[C@@H]1O[C@@](C=C1)(CO)C#C)=O)=O)F